C12C(CC(CC1)C2)([2H])C=2C=CC(=NC2)C2=CC=CC1=C2OC2=NC(=CC=C21)C([2H])([2H])[2H] 8-(5-(bicyclo[2.2.1]heptan-2-yl-2-d)pyridin-2-yl)-2-(methyl-d3)benzofuro[2,3-b]pyridine